NC1=CC=C(OC2=CC=C(C=C2)CCC(C)C2=CC=C(C=C2)OC2=CC=C(C=C2)N)C=C1 1,3-bis[4-(4-aminophenoxy)phenyl]Butane